(R)-2-((1R,3R,5S)-3-((3S,4R)-1-(5-chloropyrimidin-2-yl)-3-ethoxypiperidin-4-yl)-8-azabicyclo[3.2.1]oct-8-yl)-2-cyclopropyl-acetamide ClC=1C=NC(=NC1)N1C[C@H]([C@H](CC1)C1C[C@H]2CC[C@@H](C1)N2[C@@H](C(=O)N)C2CC2)OCC